C(C)(C)(C)OC(=O)N[C@H](C=1N=C2N(N=CC(=C2)CC2(CC=CCC2)C(=O)OC)C1)C1CCC(CC1)(F)F Methyl 1-((2-((S)-((tert-butoxycarbonyl)amino)(4,4-difluorocyclohexyl)methyl)imidazo[1,2-b]pyridazin-7-yl)methyl)cyclohex-3-ene-1-carboxylate